CN1CCC(=C(C1)C)C=1SC2=C(N1)C=C(C=C2)[C@@H]2N(C[C@H](CC2)C)C(C(=O)NC=2C=NC(=C(C(=O)N)C2)OC)=O 5-(2-((2R,5S)-2-(2-(1,5-dimethyl-1,2,3,6-tetrahydropyridin-4-yl)benzo[d]thiazol-5-yl)-5-methylpiperidin-1-yl)-2-oxoacetamido)-2-methoxynicotinamide